C(=O)[C@H]1[C@H](CCCC1)NC(OC(C)(C)C)=O |r| racemic-1,1-Dimethylethyl [(1S,2R)-2-Formylcyclohexyl]carbamate